C(=C)C1=CC(=CC=C1)C(=O)OC1=CC=CC=C1 1-vinyl-3-(phenylcarboxy)benzene